Cl.CN1C(OC2=C1C=CC=C2)=O 3-methyl-1,3-benzoxazol-2-one hydrochloride